(R)-2-hydroxy-N-(1-methyl-1H-pyrrolo[2,3-c]pyridin-5-yl)-N-(piperidin-3-yl)-4-(pyrimidin-5-ylamino)benzamide OC1=C(C(=O)N([C@H]2CNCCC2)C=2C=C3C(=CN2)N(C=C3)C)C=CC(=C1)NC=1C=NC=NC1